NC=1N=C(SC1C(C1=CC=CC=C1)=O)N([C@@H](C(=O)N)C)C=1C=NC(=CC1)C(F)(F)F |r| rac-2-[(4-amino-5-benzoyl-thiazol-2-yl)-[6-(trifluoromethyl)-3-pyridyl]amino]propanamide